Imidazo[1,2-b]Pyridazine-7-carboxylic acid ethyl ester C(C)OC(=O)C1=CC=2N(N=C1)C=CN2